C(C)(C)(C)[Si](C1=CC=CC=C1)(C1=CC=CC=C1)Cl tert-butyl-(chloro)di(phenyl)silane